C(CCCCC)NC(=O)C=1N=C(OC1CC1=CC=C(C=C1)OP(=O)(O)O)C1=CC=CC2=CC=CC=C12 N-Hexyl-2-(1-naphthalenyl)-5-[[4-(phosphonooxy)phenyl]methyl]-4-oxazolecarboxamide